sodium mercaptoacetylamide SCC(=O)[NH-].[Na+]